CC1(CC1)N1C=C(C2=C1N=CN=C2)C(=O)N 7-(1-methylcyclopropyl)-7H-pyrrolo[2,3-d]pyrimidine-5-carboxamide